2-chloro-4-(trifluoromethyl)pyridine-3-carboxylic acid ClC1=NC=CC(=C1C(=O)O)C(F)(F)F